ClC=1C(=C(C=C(C1)C(F)(F)F)[C@]1(CC(=NO1)C1=CC(=C(C(=O)N[C@@H]2CC(=NO2)CC(F)(F)F)C=C1)C)C(F)(F)F)F |o1:11,23| rel-4-((R)-5-(3-chloro-2-fluoro-5-(trifluoromethyl)phenyl)-5-(trifluoromethyl)-4,5-dihydro-isoxazol-3-yl)-2-methyl-N-((S*)-3-(2,2,2-trifluoroethyl)-4,5-dihydroisoxazol-5-yl)-benzamide